C(C)(C)(C)N1N=CC(=C(C1=O)Cl)SCC1=CC=C(C(=O)N)C=C1 4-((1-tert-butyl-5-chloro-6-oxo-1,6-dihydropyridazin-4-yl)thiomethyl)benzamide